Cl.FC=1C=C(C=CC1C(N([C@H]1CNCCC1)C1=NC=CC2=CC=CC(=C12)C)=O)NC1=NC=CC(=N1)C(=O)O (R)-2-((3-fluoro-4-((8-methylisoquinolin-1-yl)(piperidin-3-yl)carbamoyl)phenyl)amino)-pyrimidine-4-carboxylic acid hydrochloride salt